ClC=1C=C2C(=NC(=NC2=C(C1C1=C(C=CC=C1O)F)F)C1CN(C1)C1CC1)N1C[C@H](N(C[C@@H]1C)C(C=C)=O)C 1-((2R,5S)-4-(6-chloro-2-(1-cyclopropylazetidin-3-yl)-8-fluoro-7-(2-fluoro-6-hydroxyphenyl)quinazolin-4-yl)-2,5-dimethylpiperazin-1-yl)prop-2-en-1-one